C(C)N1CCN(CC1)C1CC2=C(N(N=C2CC1)C1=NC=CC=C1)O 5-(4-Ethylpiperazin-1-yl)-2-(pyridin-2-yl)-4,5,6,7-tetrahydro-2H-indazol-3-ol